4-((7-(1-trityl-1H-imidazol-4-yl)quinolin-4-yl)oxy)aniline C(C1=CC=CC=C1)(C1=CC=CC=C1)(C1=CC=CC=C1)N1C=NC(=C1)C1=CC=C2C(=CC=NC2=C1)OC1=CC=C(N)C=C1